C(C)(C)(C)OC(=O)N(CC(=O)O)CC(=O)OC N-(tert-Butoxycarbonyl)-N-(2-methoxy-2-oxoethyl)glycine